6-amino-4-oxopyrido[1,2-a]pyrimidin-2-yl trifluoromethanesulfonate FC(S(=O)(=O)OC=1N=C2N(C(C1)=O)C(=CC=C2)N)(F)F